C(C)(C)(C)OC(CC1=C(C(=C(C=C1)N)N)F)=O 2-(3,4-diamino-2-fluorophenyl)acetic acid tert-butyl ester